C[Si](C=C[SiH2]C(NCCC[Si](OC)(OC)OC)NCCC[Si](OC)(OC)OC)(OCC)OCC 1-methyldiethoxysilyl-2-bis(trimethoxysilylpropylamino)methylsilyl-ethylene